4,4'-isopropylidene-biscyclohexanol C(C)(C)(C1CCC(CC1)O)C1CCC(CC1)O